BrC=1C(=CC(=C(C1)NC1=NC=C(C(=N1)NC1=CC2=C(CCO2)C=C1NS(=O)(=O)C)Cl)Cl)N1CCC(CC1)N1CCN(CC1)C N-(6-((2-((5-bromo-2-chloro-4-(4-(4-methylpiperazin-1-yl)piperidin-1-yl)phenyl)Amino)-5-chloropyrimidin-4-yl)amino)-2,3-dihydrobenzofuran-5-yl)methanesulfonamide